O=C1N(CCC(N1)=O)C1=CC(=C(C=C1)N1CCCCC1)F 1-(4-(2,4-dioxotetrahydropyrimidin-1(2H)-yl)-2-fluorophenyl)piperidine